CC1(OB(OC1(C)C)C1=CC=C(OCCNC(C)=O)C=C1)C N-(2-(4-(4,4,5,5-tetramethyl-1,3,2-dioxaborolan-2-yl)phenoxy)ethyl)acetamide